ClC1=NC(=NC(=C1)Cl)SC=1OC=CN1 2-((4,6-dichloropyrimidin-2-yl)thio)oxazole